5-(4-bromo-3-methoxyphenyl)-5-methylimidazolidine-2,4-dione BrC1=C(C=C(C=C1)C1(C(NC(N1)=O)=O)C)OC